C(C1=CC=CC=C1)N1C(=NC2=NC=C(C=C21)C=2C(=NOC2C)C)NC 1-benzyl-6-(3,5-dimethyl-1,2-oxazol-4-yl)-N-methyl-1H-imidazo[4,5-b]pyridin-2-amine